C[C@@H]1CN(CCN1C=1C=C(C=CC1)C)C(=O)OC(C)(C)C tert-Butyl (R)-3-methyl-4-(m-tolyl)piperazine-1-carboxylate